5-((4-chlorobenzyl)oxy)-N-((3-(2-methoxyphenyl)pyridin-4-yl)methyl)-1,3,4-thiDiazol-2-amine ClC1=CC=C(COC2=NN=C(S2)NCC2=C(C=NC=C2)C2=C(C=CC=C2)OC)C=C1